FC1=C(C=C(C=C1)C=1CCN(CC1)C(=O)OC(C)(C)C)O tert-Butyl 4-(4-fluoro-3-hydroxy-phenyl)-3,6-dihydro-2H-pyridine-1-carboxylate